3-fluoro-4-methyl-6,7-dihydro-5H-cyclopenta[b]pyridine-6-carbaldehyde FC=1C(=C2C(=NC1)CC(C2)C=O)C